P(=O)(=O)CCCOC(C=C)=O acrylic acid phosphopropyl ester